(1R,2R,3aS,10aR)-1-{(1E,3ξ)-3-[1-(3-fluorophenyl)cyclobutyl]-3-hydroxy-1-propen-1-yl}-2-hydroxy-2,3,3a,9,10,10a-hexahydro-1H-benzo[b]cyclopenta[f]oxepin-6-carboxylic acid FC=1C=C(C=CC1)C1(CCC1)C(/C=C/[C@H]1[C@@H](C[C@H]2[C@@H]1CCC1=C(O2)C=C(C=C1)C(=O)O)O)O